2-((2S)-1-acryloyl-4-(7-(5-chloro-6-methyl-1H-indazol-4-yl)-2-(((S)-1-methylpyrrolidin-2-yl)methoxy)-6,7-dihydro-5H-pyrano[2,3-d]pyrimidin-4-yl)piperazin-2-yl)acetonitrile C(C=C)(=O)N1[C@H](CN(CC1)C=1C2=C(N=C(N1)OC[C@H]1N(CCC1)C)OC(CC2)C2=C1C=NNC1=CC(=C2Cl)C)CC#N